1,3,5-tri(4-carboxyphenyl)benzene yttrium-cadmium [Cd].[Y].C(=O)(O)C1=CC=C(C=C1)C1=CC(=CC(=C1)C1=CC=C(C=C1)C(=O)O)C1=CC=C(C=C1)C(=O)O